N-[(6-Methylpyridazin-3-yl)methyl]-7-(5-methylthiazol-2-yl)phthalazin-1-amine CC1=CC=C(N=N1)CNC1=NN=CC2=CC=C(C=C12)C=1SC(=CN1)C